6-bromo-3-chloro-1,2,4-triazine BrC1=CN=C(N=N1)Cl